[(2R,3R,4S,5S,6R)-3,4,5-triacetoxy-6-[2-[3-(9H-fluoren-9-ylmethoxycarbonylamino)propanoylamino]-4-[(4-nitrophenoxy)carbonyloxymethyl]phenoxy]tetrahydropyran-2-yl]methyl acetate C(C)(=O)OC[C@H]1O[C@@H]([C@H]([C@H]([C@@H]1OC(C)=O)OC(C)=O)OC(C)=O)OC1=C(C=C(C=C1)COC(=O)OC1=CC=C(C=C1)[N+](=O)[O-])NC(CCNC(=O)OCC1C2=CC=CC=C2C=2C=CC=CC12)=O